C(C1=CC=CC=C1)NC([C@H](CCC(=O)OC(C)(C)C)NC(=O)OCC1=CC=CC=C1)=O tert-Butyl (S)-5-(benzylamino)-4-(((benzyloxy)carbonyl)amino)-5-oxopentanoate